ClC1=C(C=CC=C1C(C)NC)N1C=NC(=C1)C1=NC(=NC=C1C(F)(F)F)NC1CCN(CC1)S(=O)(=O)C 4-(1-(2-Chloro-3-(1-(methylamino)ethyl)phenyl)-1H-imidazol-4-yl)-N-(1-(methylsulfonyl)piperidin-4-yl)-5-(trifluoromethyl)pyrimidin-2-amine